FC(C1=CC(=C(C(=O)OC)C=C1)NC1=C(C=C(C=C1)F)C(C)C)F methyl 4-(di-fluoromethyl)-2-((4-fluoro-2-isopropyl-phenyl)amino)-benzoate